(5-bromopyridin-3-yl)(tert-butoxycarbonyl)carbamic acid tert-butyl ester C(C)(C)(C)OC(N(C(=O)OC(C)(C)C)C=1C=NC=C(C1)Br)=O